2-cyano-3-methyl-3-(hydroxyphenyl)-prop-2-enoate C(#N)C(C(=O)[O-])=C(C1=C(C=CC=C1)O)C